copper trimethylsilane C[SiH](C)C.[Cu]